N-(3-(3-((2,6-dioxopiperidin-3-yl)amino)-2-fluorophenyl)prop-2-yn-1-yl)-5-(8-(7-ethyl-1,3-dimethyl-2-oxo-1,2-dihydroquinolin-5-yl)isoquinolin-3-yl)picolinamide O=C1NC(CCC1NC=1C(=C(C=CC1)C#CCNC(C1=NC=C(C=C1)C=1N=CC2=C(C=CC=C2C1)C1=C2C=C(C(N(C2=CC(=C1)CC)C)=O)C)=O)F)=O